S(=O)(=O)(O)O.C=1(C(=C(C(=CC1)N)N)C)C xylenediamine sulfate